{5-[(3R)-3-methylmorpholin-4-yl]-3-[1-(oxetan-2-yl)-1H-pyrazol-5-yl]-[1,2]thiazolo[4,5-b]pyridin-7-yl}cyclohexane-1-carbonitrile C[C@H]1N(CCOC1)C1=CC(=C2C(=N1)C(=NS2)C2=CC=NN2C2OCC2)C2(CCCCC2)C#N